2-butyl-6-ethyl-1-decene C(CCC)C(=C)CCCC(CCCC)CC